(3S)-1-[(1R,6S)-2,2,6-trimethyl-cyclohexyl]-3-hexanol CC1([C@@H]([C@H](CCC1)C)CC[C@H](CCC)O)C